N-(2-(4-((S)-3,3-dicyclopropyl-2-(1-isopropyl-1H-pyrazole-5-carboxamido)propanamido)-3-fluorophenyl)propanoyl)-N-(2,2,2-trifluoroethyl)glycine C1(CC1)C([C@@H](C(=O)NC1=C(C=C(C=C1)C(C(=O)N(CC(=O)O)CC(F)(F)F)C)F)NC(=O)C1=CC=NN1C(C)C)C1CC1